N/C(=C(\C(=O)OC)/OC1=CC=C(C=C1)OC)/C1=CC=CC=C1 methyl (E)-3-amino-2-(4-methoxyphenoxy)-3-phenylacrylate